thiazole-4-carbonitrile S1C=NC(=C1)C#N